ClC1=CC=C(C=C1)CN 1-(4-chlorophenyl)-N-methyl-amine